3-Chloro-6-methoxypyridin-2-amine ClC=1C(=NC(=CC1)OC)N